NC(CO)C1=CC(=CC=C1)Cl 2-amino-2-(3-chloro-phenyl)-ethanol